BrCCCCC1=CC=C(C=C1)C1=COC2=C(C(=CC=C2C1=O)O)OC 3-(4-(4-bromobutyl)phenyl)-7-hydroxy-8-methoxy-4H-chromen-4-one